Antimony tin [Sn].[Sb]